N-(5-(difluoromethoxy)-4-methoxypyrimidin-2-yl)-1,8-dihydropyrrolo[3,2-g]indole-3-sulfonamide FC(OC=1C(=NC(=NC1)NS(=O)(=O)C1=CNC2=C1C=CC=1C=CNC21)OC)F